indium tripalmitate C(CCCCCCCCCCCCCCC)(=O)[O-].C(CCCCCCCCCCCCCCC)(=O)[O-].C(CCCCCCCCCCCCCCC)(=O)[O-].[In+3]